5-Chloro-N-(4-(N-(1,2,3,5,6,7-hexahydro-s-indacen-4-ylcarbamoyl)sulfamoyl)phenethyl)-2-methoxybenzamide ClC=1C=CC(=C(C(=O)NCCC2=CC=C(C=C2)S(NC(NC2=C3CCCC3=CC=3CCCC23)=O)(=O)=O)C1)OC